C1=CC(=CC=2C=CC=3OC4=C(C3C12)C1=CC=CC=C1C(=C4)S(=O)(=O)[O-])S(=O)(=O)[O-] dinaphtho[2,1-b:1',2'-d]furan-3,9-disulfonate